C1(CC1)C1=C(C(=NO1)C1=C(C=CC=C1Cl)Cl)C(=O)O[C@H]1[C@@H]2CN([C@H](C1)C2)C=2SC1=C(N2)C(=CC(=C1)C(=O)O)C(F)(F)F 2-[(1s,4s,5r)-5-[5-cyclopropyl-3-(2,6-dichlorophenyl)-1,2-oxazole-4-carbonyloxy]-2-azabicyclo[2.2.1]heptan-2-yl]-4-(trifluoromethyl)-1,3-benzothiazole-6-carboxylic acid